(2Z)-3-[4-(benzoyloxy) phenyl]prop-2-enoyl-5-hydroxyphenyl benzoate C(C1=CC=CC=C1)(=O)OC1=C(C=CC(=C1)O)C(\C=C/C1=CC=C(C=C1)OC(C1=CC=CC=C1)=O)=O